rhodium(II) nonanoate C(CCCCCCCC)(=O)[O-].[Rh+2].C(CCCCCCCC)(=O)[O-]